N-((1H-pyrrolo[3,2-c]pyridin-2-yl)methyl)-2-((5-((dibenzo[b,d]furan-2-ylmethyl)amino)-6-methyl-2-phenylpyrimidin-4-yl)oxy)acetamide N1C(=CC=2C=NC=CC21)CNC(COC2=NC(=NC(=C2NCC2=CC1=C(OC3=C1C=CC=C3)C=C2)C)C2=CC=CC=C2)=O